COC(NC1=NC=CC2=CC(=CC=C12)Br)=O.CN(C(O)=O)C1=NC=C(C2=CC(=CC=C12)Br)Cl.ON(C(=O)C1=NC=C(C=C1O)NC=1OC(=CN1)C1=CC=C(C=C1)C(F)(F)F)C N,3-dihydroxy-N-methyl-5-((5-(4-(trifluoromethyl)phenyl)oxazol-2-yl)amino)pyridineamide Methyl-(6-bromo-4-chloroisoquinolin-1-yl)carbamate Methyl-N-(6-bromo-1-isoquinolyl)carbamate